1-(1-(7-fluoro-3-(2-methylthiazol-5-yl)isoquinolin-8-yl)-3-(tetrahydro-2H-pyran-4-yl)-5,6-dihydroimidazo[1,5-a]pyrazin-7(8H)-yl)ethanone FC1=CC=C2C=C(N=CC2=C1C=1N=C(N2C1CN(CC2)C(C)=O)C2CCOCC2)C2=CN=C(S2)C